azadibenzofuran N1=CC=CC=2OC3=C(C21)C=CC=C3